5-[1-(8-bromoquinolin-6-yl)-3-methylcyclobutyl]-4-methyl-4H,3H,5H-1,2,4-triazole-3-thione BrC=1C=C(C=C2C=CC=NC12)C1(CC(C1)C)C1N(C(N=N1)=S)C